C(CCCCCCCCCCCCCCCCCCC)(=O)OCCCC(OC(NCCOCCN(C)C)=O)CCCOC(CCCCCCCCCCCCCCCCCCC)=O 2-methyl-9-oxo-11-{3-[(1-oxoicosyl) oxy] propyl}-2,8-diaza-5,10-dioxatetradecan-14-yl icosanoate